O=CCC1=CC=C(C=C1)CC(=O)O 2-[4-(2-oxoethyl)phenyl]acetic acid